COC(=O)C1N(CCN(C1)C1=CC(N(C2=CC=C(N=C12)C#N)C)=O)C(C1=CC=C(C=C1)F)C1=C(C=C(C=C1)F)OC Methyl-4-(6-cyano-1-methyl-2-oxo-1,2-dihydro-1,5-naphthyridin-4-yl)-1-((4-fluoro-2-methoxyphenyl)(4-fluorophenyl)methyl)piperazine-2-carboxylate